N=1C=NN2C1C=C(C=C2)OC2=CC(=C(C=C2)NC2=NC=NC1=CC=C3C(=C21)OC[C@H]2N3CCNC2)F (S)-N-(4-([1,2,4]triazolo[1,5-a]pyridin-7-yloxy)-2-fluorophenyl)-6,6a,7,8,9,10-hexahydropyrazino[1',2':4,5][1,4]oxazino[2,3-f]quinazolin-4-amine